BrC1=CC(=NC=C1)NNC(=O)C1(CN(C1)C(=O)OC(C)(C)C)C tert-Butyl 3-[2-(4-bromopyridin-2-yl) hydrazinecarbonyl]-3-methylazetidine-1-carboxylate